6,7-dimethoxy-2-(5-methylbenzo[d]isoxazol-3-yl)-4-(piperidine-1-carbonyl)isoquinolin-1(2H)-one COC=1C=C2C(=CN(C(C2=CC1OC)=O)C1=NOC2=C1C=C(C=C2)C)C(=O)N2CCCCC2